1,2-bis(4-(cyclopenta-2,4-diene-1-yl(1,1,4,4,7,7,10,10-octamethyl-2,3,4,7,8,9,10,12-octahydro-1H-dibenzo[b,h]fluorene-12-yl)(phenyl)methyl)phenoxy)ethane C1(C=CC=C1)C(C1=CC=C(OCCOC2=CC=C(C=C2)C(C2=CC=CC=C2)(C2C3=CC4=C(C=C3C=3C=C5C(=CC23)C(CCC5(C)C)(C)C)C(CCC4(C)C)(C)C)C4C=CC=C4)C=C1)(C1=CC=CC=C1)C1C4=CC5=C(C=C4C=4C=C2C(=CC14)C(CCC2(C)C)(C)C)C(CCC5(C)C)(C)C